tris(isopropoxy)allyltin C(C)(C)OC(C=C(OC(C)C)OC(C)C)[Sn]